CC1(N(CCC1)CCNC(C1=CN=C(C(=C1)NC1=NN(C=2C=3N(N=CC21)C=C(C3)C=3C=NN(C3)C)C)C)=O)C N-(2-(2,2-dimethylpyrrolidin-1-yl)ethyl)-6-methyl-5-((1-methyl-8-(1-methyl-1H-pyrazol-4-yl)-1H-pyrazolo[3,4-d]pyrrolo[1,2-b]pyridazin-3-yl)amino)nicotinamide